2-[9,9-di(n-octyl)-7-{3-(6-phenyl-n-hexyl)phenyl}fluorene-2-yl]-4,4,5,5-tetramethyl-1,3,2-dioxaborolane C(CCCCCCC)C1(C2=CC(=CC=C2C=2C=CC(=CC12)B1OC(C(O1)(C)C)(C)C)C1=CC(=CC=C1)CCCCCCC1=CC=CC=C1)CCCCCCCC